CCCCCCCCCCCCCCCCCCCC(=O)O[C@H](COC(=O)CCCCCCCCCCCCC)COP(=O)([O-])OCC[N+](C)(C)C The molecule is a phosphatidylcholine 34:0. It has a role as a human xenobiotic metabolite. It derives from an icosanoic acid and a tetradecanoic acid.